C(C)OC(N=C(SCC=O)NC1=CC(=CC=C1)OC)=O (((3-methoxyphenyl)amino)((2-oxoethyl)thio)methylene)carbamic acid ethyl ester